C1(CCC2=CC=CC=C12)OC=1C=CC2=C(C(=C(O2)C)C(=O)OCC)C1 ethyl 5-((2,3-dihydro-1H-inden-1-yl)oxy)-2-methylbenzofuran-3-carboxylate